O1CCN(CC1)CCCNC(=O)C1=NN2C(N=C(C=C2C2=CC=CC=C2)C2=CC=CC=C2)=C1 N-(3-Morpholinopropyl)-5,7-diphenylpyrazolo[1,5-a]pyrimidine-2-carboxamide